3-{1-[4-((3S,4S)-3,4-dimethoxy-pyrrolidine-1-carbonyl)-phenyl]-1H-pyrazol-4-yl}-6-fluoro-1H-quinolin-2-one CO[C@H]1CN(C[C@@H]1OC)C(=O)C1=CC=C(C=C1)N1N=CC(=C1)C=1C(NC2=CC=C(C=C2C1)F)=O